N-(5-chloro-6-(2H-1,2,3-triazol-2-yl)pyridin-3-yl)-N'-(6-methyl-4-(propan-2-yl)-1,5-naphthyridin-3-yl)urea ClC=1C=C(C=NC1N1N=CC=N1)NC(=O)NC=1C=NC2=CC=C(N=C2C1C(C)C)C